N(=[N+]=[N-])CCOCCC(=O)OC(C)(C)C tert-butyl 3-(2-azidoethoxy)propanoate